methyl 5-((4-((4-chlorobenzyl)amino)-5-methyl-pyrimidin-2-yl)amino)-2-(4,4,5,5-tetramethyl-1,3,2-dioxaborolan-2-yl)benzoate ClC1=CC=C(CNC2=NC(=NC=C2C)NC=2C=CC(=C(C(=O)OC)C2)B2OC(C(O2)(C)C)(C)C)C=C1